6-isopropyl-1-methylpyridin-2(1H)-one C(C)(C)C1=CC=CC(N1C)=O